4-[2-[(2-Methylpyrimidin-4-yl)amino]-4-pyridyl]-6-[2-(trifluoromethyl)-phenyl]-1H-pyridin-2-on CC1=NC=CC(=N1)NC1=NC=CC(=C1)C1=CC(NC(=C1)C1=C(C=CC=C1)C(F)(F)F)=O